5-ethynyl-6-fluoro-4-(8-fluoro-2-(((2R,7aS)-2-fluorotetrahydro-1H-pyrrolizin-7a(5H)-yl)methoxy)-5-((S)-2-methylazetidin-1-yl)pyrido[4,3-d]pyrimidin-7-yl)quinazolin-2-ol C(#C)C1=C2C(=NC(=NC2=CC=C1F)O)C1=C(C=2N=C(N=CC2C(=N1)N1[C@H](CC1)C)OC[C@]12CCCN2C[C@@H](C1)F)F